FC=1C=C(C(=O)C2=C(N(C)C)C=CC(=C2)N)C=C(C1)F 3,5-difluorobenzoyl-4-amino-N,N-dimethyl-aniline